N-ACETYL-L-PROLINE C(C)(=O)N1[C@@H](CCC1)C(=O)O